(S)-(+)-α-(trifluoromethyl)benzyl alcohol C1=CC=C(C=C1)[C@@H](C(F)(F)F)O